dimethyl-(3-sulfopropyl)ammonia hydroxide [OH-].CN(CCCS(=O)(=O)O)C